imidazole, imidazolium salt N1C=[NH+]C=C1.N1C=NC=C1